F[C@@H]1C[C@@]2(CCCN2C1)COC1=NC(=NC(=N1)N1C[C@H]2CC[C@@H](C1)N2)CCC2=CC(=CC1=CC=C(C(=C21)CC)F)O 4-[2-(4-{[(2R,7aS)-2-fluoro-hexahydropyrrolizin-7a-yl]methoxy}-6-[(1R,5S)-3,8-diazabicyclo[3.2.1]octan-3-yl]-1,3,5-triazin-2-yl)ethyl]-5-ethyl-6-fluoronaphthalen-2-ol